O1C(=NC=C1)CNC(=O)C1=C(C2=C(CC3(C4=CN(N=C24)CC2=NC=CC=C2)CCC3)O1)C(F)(F)F N-(1,3-oxazol-2-ylmethyl)-2'-(pyridin-2-ylmethyl)-8'-(trifluoromethyl)-2',5'-dihydrospiro[cyclobutane-1,4'-furo[2,3-g]indazole]-7'-carboxamide